3,6,9,12,16-Pentaoxaheptadecane CCOCCOCCOCCOCCCOC